C(#N)C1=C(C=NC=C1)N1C[C@@H](CC1)C=1C=C(C(=O)NC2=NC=CC(=C2)OC(F)F)C=CC1C 3-[(3S)-1-(4-cyano-3-pyridyl)pyrrolidin-3-yl]-N-[4-(difluoromethoxy)-2-pyridyl]-4-methyl-benzamide